C12(CC(C1)C2)N2C(C(NCC2)=O)=O 1-(bicyclo[1.1.1]pentan-1-yl)piperazine-2,3-dione